O=C1NN=C(O1)C=1C=NC(=NC1)NCC=1C=C(C#N)C=CC1 3-(((5-(5-oxo-4,5-dihydro-1,3,4-oxadiazol-2-yl)pyrimidin-2-yl)amino)methyl)benzonitrile